propoxymorpholine C(CC)ON1CCOCC1